C(C)/C(/C(C)=O)=C\C1=CC=CC=C1 (E)-3-ethyl-4-phenyl-but-3-en-2-one